ClC=1C=C(C=CC1F)NC(=O)C1=C(N=CN1C)C1CC2CC(CC2C1)(O)C1=C(C=NN1C)CN(C)C N-(3-Chloro-4-fluorophenyl)-4-(5-(4-((dimethylamino)methyl)-1-methyl-1H-pyrazol-5-yl)-5-hydroxyoctahydropentalen-2-yl)-1-methyl-1H-imidazole-5-carboxamid